ClC1=C(C(=CC=C1)C)N1N=C(N=N1)C1=CN=C(S1)NC1=CC(=CC(=N1)N[C@@H]1CN(CCC1)C(=O)OC(C)(C)C)CN1CCOCC1 tert-Butyl (S)-3-((6-((5-(2-(2-chloro-6-methylphenyl)-2H-tetrazol-5-yl)thiazole-2-yl)amino)-4-(morpholinomethyl)pyridin-2-yl)amino)piperidine-1-carboxylate